2,3-diphenylpropionic acid C1(=CC=CC=C1)C(C(=O)O)CC1=CC=CC=C1